methyl (2S)-2-({[({[(2R,3S,4R,5R)-5-[2-chloro-6-(cyclopentylamino)-9H-purin-9-yl]-3,4-dihydroxyoxolan-2-yl]methyl}(methyl)carbamoyl)methyl](phenoxy)-phosphoryl}amino)propanoate ClC1=NC(=C2N=CN(C2=N1)[C@H]1[C@@H]([C@@H]([C@H](O1)CN(C(=O)CP(=O)(OC1=CC=CC=C1)N[C@H](C(=O)OC)C)C)O)O)NC1CCCC1